2-(2-Methoxy-5-methoxycarbonylbiphenyl-4-yl)-1,3-dioxo-2,3-dihydro-1H-isoindole-5-carboxylic acid butyl ester C(CCC)OC(=O)C=1C=C2C(N(C(C2=CC1)=O)C1=CC(=C(C=C1C(=O)OC)C1=CC=CC=C1)OC)=O